(3R)-3-amino-5-[(4-chlorophenyl)methyl]-7-[5-(6-oxa-2-azaspiro[3.5]nonan-2-yl)-1,3,4-oxadiazol-2-yl]-1,1-dioxo-2,3-dihydro-1λ6,5-benzothiazepin-4-one N[C@H]1CS(C2=C(N(C1=O)CC1=CC=C(C=C1)Cl)C=C(C=C2)C=2OC(=NN2)N2CC1(C2)COCCC1)(=O)=O